4-[3,5-bis(2-hydroxyphenyl)-1H-1,2,4-triazol-1-yl]benzoic acid OC1=C(C=CC=C1)C1=NN(C(=N1)C1=C(C=CC=C1)O)C1=CC=C(C(=O)O)C=C1